O1CCN(CCC1)C(=O)C1=CC2=C(C=N1)C(=NN2CC(F)(F)F)NC2=NC=CN=C2 1,4-oxazepan-4-yl-[3-(pyrazin-2-ylamino)-1-(2,2,2-trifluoroethyl)pyrazolo[4,3-c]pyridin-6-yl]methanone